C(=O)(C1=CN(C2=CC(=CC=C12)NC(CC(C(=O)[O-])C1=C(C=CC=C1)NC1=C(C=CC=C1Cl)Cl)=O)C)[2H] 2-((3-(Formyl-d)-1-methyl-1H-indol-6-yl)amino)-2-oxoethyl-2-(2-((2,6-dichlorophenyl)amino)phenyl)acetate